P(=O)(OC[C@H]1O[C@@]([C@@H]([C@@H]1O)O)(C#N)C1=CC=C2C(=NC=NN21)N)(OC[C@@H](COCCCCCCCCCCCCCCCCCC)OC2=CC(=C(C=C2)C#N)OC)O ((2R,3S,4R,5R)-5-(4-aminopyrrolo[2,1-f][1,2,4]triazin-7-yl)-5-cyano-3,4-dihydroxytetrahydrofuran-2-yl)methyl ((R)-2-(4-cyano-3-methoxyphenoxy)-3-(octadecyloxy)propyl) hydrogen phosphate